4-isopropyl-1-oxo-6-(2,2,2-trifluoroethoxy)phthalazin C(C)(C)C1=NNC(C2=CC=C(C=C12)OCC(F)(F)F)=O